ethyl 6-bromo-3-methyl-8-morpholinoimidazo[1,2-a]pyrazine-2-carboxylate BrC=1N=C(C=2N(C1)C(=C(N2)C(=O)OCC)C)N2CCOCC2